C(C)(C)(C)OOOC(\C=C/C(=O)O)=O maleic acid-tertiary-butyl-monoperoxyester